C(#N)CNCC(O)C=1C=NC(=NC1)C1=C(C=C(C#N)C=C1)OC=1N(N=C(C1)C1CCC1)C 4-[5-[2-(cyanomethylamino)-1-hydroxyethyl]pyrimidin-2-yl]-3-(5-cyclobutyl-2-methylpyrazol-3-yl)oxybenzonitrile